BrC1=CC=C(CC2=CC(=C(C(N2C)=O)C=O)Cl)C=C1 6-(4-bromobenzyl)-4-chloro-1-methyl-2-oxo-1,2-dihydropyridine-3-carbaldehyde